phenyltin 2-(trifluoromethyl)benzenesulfonate FC(C1=C(C=CC=C1)S(=O)(=O)[O-])(F)F.C1(=CC=CC=C1)[Sn+3].FC(F)(F)C1=C(C=CC=C1)S(=O)(=O)[O-].FC(F)(F)C1=C(C=CC=C1)S(=O)(=O)[O-]